(1R,3S)-3-(3-((1-methyl-6-oxo-1,6-dihydropyridin-3-yl)amino)-1H-pyrazol-5-yl)cyclopentyl tert-butylcarbamate C(C)(C)(C)NC(O[C@H]1C[C@H](CC1)C1=CC(=NN1)NC1=CN(C(C=C1)=O)C)=O